C(CCCC)C1CCC(CC1)C(=O)OC1=CC=C(C=C1)\C=C\C(=O)OCCC1=C(C=C(C=C1)N)N [4-[(E)-3-[2-(2,4-diaminophenyl)ethoxy]-3-oxo-prop-1-enyl]phenyl] 4-pentylcyclohexanecarboxylate